2-(5-Azepan-1-yl-pyridin-2-ylamino)-8-cyclopentyl-6-hydroxymethyl-8H-pyrido[2,3-d]pyrimidin-7-one N1(CCCCCC1)C=1C=CC(=NC1)NC=1N=CC2=C(N1)N(C(C(=C2)CO)=O)C2CCCC2